(2S,4R)-4-(2,3-dichloro-6-methoxyphenyl)-6-oxopiperidine-2-carboxylic acid tert-butyl ester C(C)(C)(C)OC(=O)[C@H]1NC(C[C@@H](C1)C1=C(C(=CC=C1OC)Cl)Cl)=O